2-{3-[(2S)-pyrrolidin-2-ylmethoxy]pyridin-4-yl}-1H,5H,6H,7H-pyrrolo[3,2-c]pyridin-4-one N1[C@@H](CCC1)COC=1C=NC=CC1C1=CC=2C(NCCC2N1)=O